FC(C(=O)NC=1C=C2C(=NC=NC2=CC1O[C@H]1CN(CC1)C1CCN(CC1)C)NC1=CC(=NC=C1)C1=C(C=CC=C1)F)=C (R)-2-fluoro-N-(4-((2-(2-fluorophenyl)pyridin-4-yl)amino)-7-((1-(1-methylpiperidin-4-yl)pyrrolidin-3-yl)oxy)quinazolin-6-yl)acrylamide